tert-butyl ((1r,3r)-3-(5-bromopyrazin-2-yl)-3-hydroxy-1-methylcyclobutyl)carbamate BrC=1N=CC(=NC1)C1(CC(C1)(C)NC(OC(C)(C)C)=O)O